BrC1=C(C=CC(=N1)\C=N\[S@](=O)C(C)(C)C)OC (R,E)-N-((6-bromo-5-methoxypyridin-2-yl)methylene)-2-methylpropane-2-sulfinamide